C(C)(C)(C)OC(=O)N1CCC2=C(CC(C(=C12)I)(C(=O)O)C)Br 6-methyl-4-bromo-7-iodoindoline-1,6-dicarboxylic acid 1-(tert-butyl) ester